(R)-N-(3''-fluoro-5''-methoxy-2,2'-dimethyl-4''-(((6-oxopiperidin-3-yl)amino)methyl)-[1,1':3',1''-terphenyl]-3-yl)-1,3-dimethyl-2,4-dioxo-1,2,3,4-tetrahydropyrimidine-5-carboxamide FC=1C=C(C=C(C1CN[C@H]1CNC(CC1)=O)OC)C=1C(=C(C=CC1)C1=C(C(=CC=C1)NC(=O)C=1C(N(C(N(C1)C)=O)C)=O)C)C